FC(C1=NN=C(S1)C1=NC=C2N1C=C(C=C2N2C[C@@H](N[C@H](C2)C)C)S(=O)(=O)NC2(C(C2)F)C)F 3-(5-(difluoromethyl)-1,3,4-thiadiazol-2-yl)-8-((3S,5S)-3,5-dimethylpiperazin-1-yl)-N-(2-fluoro-1-methylcyclopropyl)imidazo[1,5-a]pyridine-6-sulfonamide